BrC=1C=C(C=NC1)N1N=C(C=CC1=O)C(=O)OC methyl 1-(5-bromo-3-pyridyl)-6-oxo-pyridazine-3-carboxylate